O=C1N(C2=CC=C(C=3C2=C1C=CC3)CC3=CC=C(C=C3)CN3CCN(CC3)C3=NC(=NC(=C3)C(F)(F)F)C3=CN=CS3)C3C(NC(CC3)=O)=O 3-(2-oxo-6-(4-((4-(2-(thiazol-5-yl)-6-(trifluoromethyl)pyrimidin-4-yl)piperazin-1-yl)methyl)benzyl)benzo[cd]indol-1(2H)-yl)piperidine-2,6-dione